C1(CCCCC1)P(C1=C(C=CC=C1)C1=C(C=C(C=C1C(C)C)C(C)C)C(C)C)C1CCCCC1 2-dicyclohexylphosphino-2',4',6'-tri-Isopropylbiphenyl